2-(5-(difluoromethyl)-2-(((1S,3R,4S,5R)-4-hydroxy-6,8-dioxabicyclo[3.2.1]octan-3-yl)amino)pyrimidin-4-yl)-7-isopropyl-3,5-dimethylthieno[3,2-c]pyridin-4(5H)-one FC(C=1C(=NC(=NC1)N[C@@H]1C[C@H]2CO[C@@H]([C@H]1O)O2)C2=C(C=1C(N(C=C(C1S2)C(C)C)C)=O)C)F